BrC=1C=C2C(=NC1O[C@@H](CNC(OC(C)(C)C)=O)C)N(C=C2)COCC[Si](C)(C)C (R)-tert-butyl (2-((5-bromo-1-((2-(trimethylsilyl)ethoxy) methyl)-1H-pyrrolo[2,3-b]pyridin-6-yl)oxy)propyl)carbamate